4-(6-(4-Amino-4-methylpiperidin-1-yl)-1H-pyrazolo[3,4-b]pyrazin-3-yl)-3-chloropyridin-2-ol NC1(CCN(CC1)C1=CN=C2C(=N1)NN=C2C2=C(C(=NC=C2)O)Cl)C